O1CC(C1)CCOC1=CC=C(C=C1)C1=CC=C(C=C1)C(C)(C)NC(OC1CN2CCC1CC2)=O Quinuclidin-3-yl (2-(4'-(2-(oxetan-3-yl)ethoxy)-[1,1'-biphenyl]-4-yl)propan-2-yl)carbamate